C(C1=CC=CC=C1)OCC1=NC=2C(=C3C(=NC2N)C=C(S3)Br)N1C 2-((benzyloxy)methyl)-7-bromo-1-methyl-1H-imidazo[4,5-d]thieno[3,2-b]pyridin-4-amine